1-(4-Fluoro-3-methoxypyridin-2-yl)piperazine FC1=C(C(=NC=C1)N1CCNCC1)OC